C(C)(C)(C)C1=NN=C(S1)NS([O-])(=O)=O.[Na+] Sodium N-(5-tert-butyl-1,3,4-thiadiazol-2-yl)sulfamate